methyl trans-4-(isopropyl(4-nitrobenzyl)amino)cyclohexane-1-carboxylate C(C)(C)N([C@@H]1CC[C@H](CC1)C(=O)OC)CC1=CC=C(C=C1)[N+](=O)[O-]